3-methoxy-6H-benzo[c]chromene-1,8-diol COC=1C=C(C=2C3=C(COC2C1)C=C(C=C3)O)O